ClC1=NN(C=C1C=1C=C2C(=NC1)N(C(=C2C2=CC(=CC=C2)F)CC)S(=O)(=O)C2=CC=C(C)C=C2)C2CCNCC2 5-(3-chloro-1-(piperidin-4-yl)-1H-pyrazol-4-yl)-2-ethyl-3-(3-fluorophenyl)-1-tosyl-1H-pyrrolo[2,3-b]pyridine